FC=1C(=CC(=NC1)CN1C(C2=CC(=CC(=C2CC1)CN1CC(C1)F)CN1C(=NC=C1)NC)=O)OC 2-((5-fluoro-4-methoxypyridin-2-yl)methyl)-5-((3-fluoroazetidin-1-yl)methyl)-7-((2-(methylamino)-1H-imidazol-1-yl)methyl)-3,4-dihydroisoquinolin-1(2H)-one